6-[5-(5-chloro-2-fluoro-phenyl)-1H-imidazol-4-yl]-N-[2-(2,2-dimethylpyrrolidin-1-yl)ethyl]-1,5-naphthyridin-3-amine ClC=1C=CC(=C(C1)C1=C(N=CN1)C=1N=C2C=C(C=NC2=CC1)NCCN1C(CCC1)(C)C)F